ethyl dibenzo[f,h]pyrazolo[1,5-a]quinazoline-7-carboxylate C1=CC=CC2=C3C(=C4C=NC=5N(C4=C21)N=CC5)C=C(C=C3)C(=O)OCC